C1(=CC=CC=C1)C=1C2=CC=CC=C2C(=C2C=CC(=CC12)C=1C=C(C=CC1)C1=CC=2C=CC=CC2C=2C3=C(OC21)C=CC=C3)C3=CC=CC=C3 6-[3-(9,10-diphenyl-2-anthracenyl)phenyl]-benzo[b]naphtho[1,2-d]furan